2-{[1-(Cyclopropylmethyl)piperidin-4-yl]methyl}-N-{[(2R)-1,4-dioxan-2-yl]methyl}-8-(trifluoromethyl)-4,5-dihydro-2H-furo[2,3-g]indazol-7-carboxamid C1(CC1)CN1CCC(CC1)CN1N=C2C3=C(CCC2=C1)OC(=C3C(F)(F)F)C(=O)NC[C@H]3OCCOC3